FC1=CC=C(C(=N1)C)OC1=C(C(=O)N(C2=CC(=CC=C2)SC)C)C(=C(C=N1)C(F)(F)F)C 2-((6-fluoro-2-methylpyridin-3-yl)oxy)-N,4-dimethyl-N-(3-(methylthio)phenyl)-5-(trifluoromethyl)nicotinamide